C(#N)C=1C=CC(=C(C1)NC(C)=O)NCC1OCC1 N-(5-cyano-2-((oxetan-2-ylmethyl)amino)phenyl)acetamide